[4-[4-[1-[[2-chloro-6-methoxy-4-(2-methyl-1-oxo-2,7-naphthyridin-4-yl)phenyl]methyl]-3,3-difluoro-4-piperidyl]piperazin-1-yl]-3-fluoro-N-methyl-anilino]piperidine-2,6-dione ClC1=C(C(=CC(=C1)C1=CN(C(C2=CN=CC=C12)=O)C)OC)CN1CC(C(CC1)N1CCN(CC1)C1=C(C=C(N(C)N2C(CCCC2=O)=O)C=C1)F)(F)F